NC=1C=C2C(C(NC2=CC1C#CC1=NC=CC2=CN=C(C=C12)NC1=CC=C(C=C1)S(=O)(=N)C(C)C)=O)(C)C 5-amino-3,3-dimethyl-6-((7-((4-(propan-2-ylsulfonimidoyl)phenyl)amino)-2,6-naphthyridin-1-yl)ethynyl)indolin-2-one